2-[4-[3-(2,6-dioxo-3-piperidyl)-1-isopropyl-indazol-6-yl]-3,3-difluoro-1-piperidyl]acetic acid O=C1NC(CCC1C1=NN(C2=CC(=CC=C12)C1C(CN(CC1)CC(=O)O)(F)F)C(C)C)=O